O=[S@@]1CCC=2N=C(N=C(C21)NC2CS(C2)(=O)=O)N2CC(C2)C2=CC=CC=C2 (R)-3-((5-oxo-2-(3-phenylazetidin-1-yl)-6,7-dihydrothieno[3,2-d]pyrimidin-4-yl)amino)thietane 1,1-dioxide